2-morpholino-ethanamine O1CCN(CC1)CCN